2-(4-(2,3-Dimethylphenyl)piperazine-1-yl)-N-(3-methoxypyridin-4-yl)acetamide CC1=C(C=CC=C1C)N1CCN(CC1)CC(=O)NC1=C(C=NC=C1)OC